2-(3-(8-Amino-6-(2-hydroxypropan-2-yl)imidazo[1,2-a]pyrazin-3-yl)-4-methylphenyl)-3,3,3-trifluoro-2-hydroxypropanamide NC=1C=2N(C=C(N1)C(C)(C)O)C(=CN2)C=2C=C(C=CC2C)C(C(=O)N)(C(F)(F)F)O